carbamate potassium salt [K+].C(N)([O-])=O